1-((1-allyl-2-oxo-1,2-dihydropyridin-3-yl)methyl)-3-((2-(trimethylsilyl)ethoxy)methyl)dihydropyrimidine-2,4(1H,3H)-dione C(C=C)N1C(C(=CC=C1)CN1C(N(C(CC1)=O)COCC[Si](C)(C)C)=O)=O